Cl.Cl.N1CCC=2NC(C=CC21)=O 1H,2H,3H,4H,5H-pyrrolo[3,2-b]pyridin-5-one dihydrochloride